CC=1C=C(C=C(C1)C)C=CC(C)C1=NC=CC=C1 2-(4-(3,5-dimethylphenyl)but-3-en-2-yl)pyridine